(rac)-cis-tert-butyl (4-aminotetrahydrofuran-3-yl)carbamate N[C@@H]1[C@@H](COC1)NC(OC(C)(C)C)=O |r|